N-methyl-3-(1-phenylethoxy)-1H-pyrrole-2-carboxamide CNC(=O)C=1NC=CC1OC(C)C1=CC=CC=C1